N-methyl-N-(3-(4-oxo-3-(4-(trifluoromethyl)phenyl)-3,4-dihydro-phthalazin-1-yl)phenyl)ethylsulphonamide CN(S(=O)=O)CCC1=CC(=CC=C1)C1=NN(C(C2=CC=CC=C12)=O)C1=CC=C(C=C1)C(F)(F)F